1-(2-chloro-5-((2R,4S)-2-(2,5-difluorophenyl)-4-fluoropyrrolidin-1-yl)pyrazolo[1,5-a]pyrimidin-3-yl)-3-((1S,2R)-2-fluorocyclopropyl)thiourea ClC1=NN2C(N=C(C=C2)N2[C@H](C[C@@H](C2)F)C2=C(C=CC(=C2)F)F)=C1NC(=S)N[C@@H]1[C@@H](C1)F